C(C)OCCC1C2C=CC(C1)C2 5-ethoxyethyl-bicyclo[2.2.1]hept-2-ene